3-neopentylimidazo[1,5-a]pyrazine C(C(C)(C)C)C1=NC=C2N1C=CN=C2